(2R,3R,4S)-2-(2-chloro-6-((6,7,8,9-tetrahydro-5H-benzo[7]annulen-7-yl)amino)-9H-purin-9-yl)tetrahydrothiophene-3,4-diol ClC1=NC(=C2N=CN(C2=N1)[C@@H]1SC[C@H]([C@H]1O)O)NC1CCC2=C(CC1)C=CC=C2